N-(4-(p-tolyloxy)phenyl)quinazolin-4-amine C1(=CC=C(C=C1)OC1=CC=C(C=C1)NC1=NC=NC2=CC=CC=C12)C